C(C1=CC=CC=C1)OC1=C(N2C(C3=CC(=CC=C13)C#C[Si](C)(C)C)=NC=N2)C(=O)OC methyl 6-(benzyloxy)-9-((trimethylsilyl)ethynyl)-[1,2,4]triazolo[5,1-a]isoquinoline-5-carboxylate